C(C)(C)(C)OC(=O)N1CCN(CC1)C=1N=NC(=C2C1N=C(C(=C2)C2=C(C=CC=C2O)F)C)C2=C(C=CC=C2)C(C)C 4-(3-(2-fluoro-6-hydroxyphenyl)-5-(2-isopropylphenyl)-2-methylpyrido[2,3-d]pyridazin-8-yl)piperazine-1-carboxylic acid tert-butyl ester